4-(7-fluoroimidazo[1,2-a]pyridin-3-yl)-7-[[5-(morpholino-methyl)-2-pyridyl]amino]isoindolin-1-one FC1=CC=2N(C=C1)C(=CN2)C2=C1CNC(C1=C(C=C2)NC2=NC=C(C=C2)CN2CCOCC2)=O